3-[(6-fluoro-2-pyridyl)amino]-1-(2,2,2-trifluoroethyl)pyrazolo[4,3-c]pyridin FC1=CC=CC(=N1)NC1=NN(C2=C1C=NC=C2)CC(F)(F)F